CS(=O)(=O)OCC1CN(C1)C(C1=C(C=CC(=C1)CC1=NNC(C2=CC=CC=C12)=O)F)=O (1-(2-fluoro-5-((4-oxo-3,4-dihydrophthalazin-1-yl)methyl)benzoyl)azetidine-3-yl)methyl methansulfonate